OCC=1C(=NC=CC1)C(=O)NC1=CC=C(C=C1)OC(F)(F)F (hydroxymethyl)-N-(4-(trifluoromethoxy)phenyl)picolinamide